C(C=C)(=O)N1C[C@@H](N(C[C@H]1C)C=1C2=C(N(C(N1)=O)C1=C(C=CC=C1)C(C)C)CN(CC2)C2=CC=CC=C2)C 4-((2S,5R)-4-acryloyl-2,5-dimethylpiperazin-1-yl)-1-(2-isopropylphenyl)-7-phenyl-5,6,7,8-tetrahydropyrido[3,4-d]pyrimidin-2(1H)-one